C(CCCCCCC\C=C/C\C=C/CCCCC)(=O)OCC(CO)COC(C=C(CCCCCCCCC)CCCCCCCCC)=O 3-hydroxy-2-(((3-nonyldodeca-2-enoyl)oxy)methyl)propyl (9Z,12Z)-octadeca-9,12-dienoate